C(C1=CC=CC=C1)OCOCCCC(CC(CC(CC(CCC)C)C)C)C 4,6,8,10-tetramethyltridecyl benzyloxymethyl ether